(-)-hydrobenzoin C1=CC=C(C=C1)[C@@H]([C@H](C2=CC=CC=C2)O)O